4-carbamoyl-4-(2-methoxyphenyl)piperidine-1-carboxylic acid tert-butyl ester C(C)(C)(C)OC(=O)N1CCC(CC1)(C1=C(C=CC=C1)OC)C(N)=O